N-[2-({4-[N-(4-fluoro-3-methylphenyl)-N'-hydroxycarbamimidoyl]-1,2,5-oxadiazol-3-yl}sulfanyl)ethyl]acetamide FC1=C(C=C(C=C1)NC(=NO)C=1C(=NON1)SCCNC(C)=O)C